N-(4-(1H-pyrazol-1-yl)benzyl)-4-((dimethylamino)methyl)-N-(3-methoxybenzyl)oxazol-2-amine N1(N=CC=C1)C1=CC=C(CN(C=2OC=C(N2)CN(C)C)CC2=CC(=CC=C2)OC)C=C1